(1S,4s)-4-(8-(2,6-dichloro-4-fluorophenylamino)-2-((1R,3R)-3-hydroxycyclopentylamino)-9H-purin-9-yl)cyclohexanecarboxamide ClC1=C(C(=CC(=C1)F)Cl)NC=1N(C2=NC(=NC=C2N1)N[C@H]1C[C@@H](CC1)O)C1CCC(CC1)C(=O)N